bis(ethylacetoacetate) palladium [Pd+2].C(C)CC(CC(=O)[O-])=O.C(C)CC(CC(=O)[O-])=O